C(C)(=O)NCCCC[C@H](N)C(=O)O N6-Acetyllysin